COC(=O)C1=C(C(=NC=C1)Cl)C 2-chloro-3-methylpyridine-4-carboxylic acid methyl ester